(4-(2-chloro-3-fluorophenyl)piperidin-1-yl)(5-(3,3,3-trifluoropropyl)-4,5,6,7-tetrahydro-1H-pyrazolo[4,3-c]pyridin-3-yl)methanone ClC1=C(C=CC=C1F)C1CCN(CC1)C(=O)C1=NNC2=C1CN(CC2)CCC(F)(F)F